C1-Butanone C(CCC)=O